tert-butyl 2-(2-chlorophenyl)pyrrolidine-1-carboxylate ClC1=C(C=CC=C1)C1N(CCC1)C(=O)OC(C)(C)C